9-(4-methyl-1,4-diazepan-1-yl)pyrido[2,3-b]phenazine-5,12-dione CN1CCN(CCC1)C1=CC=C2N=C3C(C4=C(C(C3=NC2=C1)=O)N=CC=C4)=O